OC1C(COC1)C#N 4-Hydroxytetrahydrofuran-3-carbonitrile